ClC1=CC=C(C=C1)S(=O)(=O)\N=C(/NC[C@H](C(C)C)NS(N)(=O)=O)\N1N=C([C@H](C1)C1=CC=CC=C1)C1=CC=C(C=C1)F (S,E)-N'-((4-chlorophenyl)sulfonyl)-3-(4-fluorophenyl)-N-((S)-3-methyl-2-(sulfamoylamino)butyl)-4-phenyl-4,5-dihydro-1H-pyrazole-1-carboximidamide